OC1=C(C(=O)[13C]2=[13CH][13CH]=[13CH][13CH]=[13CH]2)C=CC(=C1)O 2,4-dihydroxybenzophenone-13C6